ClC=1C=C2C(C(=CN(C2=CC1N1[C@H](CCC1)COC1=NC=CC=C1Cl)C=1C=NC(=CC1Cl)N1CC(C1)N(C)C)C(=O)O)=O 6-chloro-1-[4-chloro-6-[3-(dimethyl-amino)azetidin-1-yl]pyridin-3-yl]-7-[(2R)-2-[[(3-chloropyridin-2-yl)oxy]methyl]pyrrolidin-1-yl]-4-oxoquinoline-3-carboxylic acid